(2S)-4-cyclopentylpyrrolidine-2-carboxylic acid benzyl ester hydrochloride Cl.C(C1=CC=CC=C1)OC(=O)[C@H]1NCC(C1)C1CCCC1